ammonium 6-[[4-[2-fluoro-4-[[1-[(4-fluorophenyl)carbamoyl]cyclopropanecarbonyl] amino]phenoxy]-6-methoxy-7-quinolyl]oxy]caproate FC1=C(OC2=CC=NC3=CC(=C(C=C23)OC)OCCCCCC(=O)[O-])C=CC(=C1)NC(=O)C1(CC1)C(NC1=CC=C(C=C1)F)=O.[NH4+]